COC(CCCCCCCCCCC(=O)OC)=O dimethyl-dodecandioate